tert-butyl 4-((4-((3-chlorobenzyl)oxy)-7-methoxyquinazolin-6-yl)oxy)piperidine-1-carboxylate ClC=1C=C(COC2=NC=NC3=CC(=C(C=C23)OC2CCN(CC2)C(=O)OC(C)(C)C)OC)C=CC1